(2r,4r)-8-(5-chloro-3-fluoropyridin-2-yl)-5-(4-(difluoromethyl)benzyl)-6,9-dioxo-5,8-diazaspiro-[3.5]nonane-2-carboxamide ClC=1C=C(C(=NC1)N1CC(N(C2(CC(C2)C(=O)N)C1=O)CC1=CC=C(C=C1)C(F)F)=O)F